N-(3,5-difluoro-2-((tetrahydro-2H-pyran-3-yl)oxy)benzyl)-2-methoxynicotinamide FC=1C(=C(CNC(C2=C(N=CC=C2)OC)=O)C=C(C1)F)OC1COCCC1